dioctyltin dimethylmaleate C/C(=C(/C(=O)[O-])\C)/C(=O)[O-].C(CCCCCCC)[Sn+2]CCCCCCCC